C1(CC1)CN1N=CC2=CC(=CC=C12)/C=C/C(=O)NC1=C(C(=O)OC)C=CC=C1 methyl (E)-2-(3-(1-(cyclopropylmethyl)-1H-indazol-5-yl)acrylamido)benzoate